e-butadiene C=CC=C